C(C1CO1)N(C1=C(C=CC=C1)N(CC1CO1)CC1CO1)CC1CO1 tetraglycidyl-o-phenylenediamine